CS(=O)(=O)C1=C(C(=O)O)C=CC(=C1)CCCCCCCC 2-(methylsulfonyl)-4-octylbenzoic acid